rac-4-methyl-3-((3aR,5R,7S,7aR)-1,3,3,5,7-pentamethyloctahydro-benzo[c]isoxazol-5-yl)benzonitrile CC1=C(C=C(C#N)C=C1)[C@]1(C[C@@H]2[C@H](N(OC2(C)C)C)[C@H](C1)C)C |r|